FC(C=1N=C2N(N=C(C(=C2C)C)N2CC=3C=C(C=NC3CC2)C=2SC=CC2OC)C(C1)=O)F 2-(difluoromethyl)-7-(3-(3-methoxythiophen-2-yl)-7,8-dihydro-1,6-naphthyridin-6(5H)-yl)-8,9-dimethyl-4H-pyrimido[1,2-b]pyridazin-4-one